3-isobutyl-5-(2-methyl-4-phenylthiazol-5-yl)-3H-imidazo[4,5-b]pyridin-2-ylamine methanesulfonate CS(=O)(=O)O.C(C(C)C)N1C(=NC=2C1=NC(=CC2)C2=C(N=C(S2)C)C2=CC=CC=C2)N